racemic-7,8-dichloro-10-(2,2-difluoroethoxy)-1-methyl-3,4,5,6-tetrahydroazepino[4,5-b]indol-2(1H)-one ClC1=C(C=C(C=2C3=C(NC12)CCNC([C@@H]3C)=O)OCC(F)F)Cl |r|